S1N=NC(=C1)C#N Thiadiazole-4-carbonitrile